FNC(N(F)F)=O trifluoro-urea